3-(6-((3,5-Dimethylpyridin-4-yl)ethynyl)-5,7-difluoro-4-oxo-1,4-dihydroquinolin-2-yl)-4-(methylsulfonyl)benzonitrile CC=1C=NC=C(C1C#CC=1C(=C2C(C=C(NC2=CC1F)C=1C=C(C#N)C=CC1S(=O)(=O)C)=O)F)C